C1(CC1)C1=NC=CC(=C1)C1=NSC(=N1)C(C)N 1-(3-(2-cyclopropylpyridin-4-yl)-1,2,4-thiadiazol-5-yl)ethan-1-amine